C(C)OC(CC1=C(C(=CC=C1)NC(=O)OC(C)(C)C)OCC1=COC2=C1C=C(C=C2)Br)=O 2-(2-((5-bromobenzofuran-3-yl)methoxy)-3-((tert-butoxycarbonyl)amino)phenyl)acetic acid ethyl ester